C1CCC2=C(C=3CCCC3C=C12)NC(=O)NS(N(C=1C=NN(C1)C)C[C@@H]1OC[C@H](C1)O)(=O)=O 1-(1,2,3,5,6,7-Hexahydro-s-indacen-4-yl)-3-[[(2R,4S)-4-hydroxy-tetrahydrofuran-2-yl]methyl-(1-methylpyrazol-4-yl)sulfamoyl]urea